ClC1=CC=C(C=C1)S(=O)(=O)\N=C(/NCCS(=O)(=O)N1CCN(CC1)C(=O)OC(C)(C)C)\N1N=C(C(C1)C1=CC=CC=C1)C1=CC=C(C=C1)F tert-butyl (E)-4-((2-(N'-((4-chlorophenyl)sulfonyl)-3-(4-fluorophenyl)-4-phenyl-4,5-dihydro-1H-pyrazole-1-carboximidamido)ethyl)sulfonyl)piperazine-1-carboxylate